COC1=CC2=CC3=C(C(OC3)=O)C(=C2C=C1OC)C=1C=NC(=NC1)N1CCOCC1 6,7-dimethoxy-9-(2-morpholinopyrimidin-5-yl)naphtho[2,3-c]furan-1(3H)-one